CC1=NN=C(S1)NC(CC1=CC=C(OC2=NC=CC=C2C(=O)N)C=C1)=O 2-(4-(2-((5-methyl-1,3,4-thiadiazol-2-yl)amino)-2-oxoethyl)phenoxy)pyridine-3-carboxamide